C(C=O)(=O)OC12CC3CC(CC(C1)C3)C2 adamantan-1-yl glyoxylate